2-(2H-1,2,3-benzotriazol-2-yl)-6-dodecyl-4-methylphenol N=1N(N=C2C1C=CC=C2)C2=C(C(=CC(=C2)C)CCCCCCCCCCCC)O